C(C)(C)[Si](C(C)C)(C(C)C)C#CC=1C=C(OC2=C(N=NN2)C(=O)OCC)C=CC1 ethyl 5-(3-((triisopropylsilyl)ethynyl)phenoxy)-1H-1,2,3-triazole-4-carboxylate